5-tert-butylbenzene-1,3-dicarboxylic acid chloride C(C)(C)(C)C=1C=C(C=C(C1)C(=O)Cl)C(=O)Cl